COC=1C=C(CN2CN(C3=CC=C(C=C3C2)OCC(F)(F)F)C2CCOCC2)C=CC1OC 3-(3,4-dimethoxybenzyl)-1-(tetrahydro-2H-pyran-4-yl)-6-(2,2,2-trifluoroethoxy)quinazoline